[Pt]=O.[Pt] platinum-platinum oxide